[2-chloro-4-(trifluoromethyl)phenoxy]-2-nitrobenzoic acid ClC1=C(OC=2C(=C(C(=O)O)C=CC2)[N+](=O)[O-])C=CC(=C1)C(F)(F)F